3,4-Dimethyl-anisol CC=1C=C(C=CC1C)OC